C1(=CC=CC=C1)[C@H]1N=C(O[C@H]1C1=CC=CC=C1)C1=NC2=CC=CC=C2C=C1 (4R,5S)-4,5-diphenyl-2-(quinolin-2-yl)-4,5-dihydrooxazole